triethoxyaminopropylsilane CCO[Si](CCCN)(OCC)OCC